ethyl 5-(4-(1-acetylpiperidin-4-yl)phenyl)-2-(4-methoxybenzyl)-2H-1,2,3-triazole-4-carboxylate C(C)(=O)N1CCC(CC1)C1=CC=C(C=C1)C=1C(=NN(N1)CC1=CC=C(C=C1)OC)C(=O)OCC